FC1=CC=C2C(=C(C=NC2=C1C1=C(C(=CC(=C1)F)F)F)C(=O)O)C1CSC1 7-Fluoro-4-(thietan-3-yl)-8-(2,3,5-trifluorophenyl)quinoline-3-carboxylic acid